C[C@@H]1N(C[C@H](N(C1)C(C)C=1C=C2N=CC=NC2=CC1)C)N1N=C2C(N(C(C=C2)=O)C)=C1C ((2S,5R)-2,5-dimethyl-4-(1-(quinoxalin-6-yl)ethyl)piperazin-1-yl)-3,4-dimethyl-2,4-dihydro-5H-pyrazolo[4,3-b]pyridin-5-one